3-MethoxyPhenethylamine COC=1C=C(CCN)C=CC1